6-(4-hydroxybut-1-ynyl)nicotinic acid tert-butyl ester C(C)(C)(C)OC(C1=CN=C(C=C1)C#CCCO)=O